FC=1C=C(C=C(C1O)C=O)C=1C=NN(C1)C1=CC=C(C=C1)NS(=O)(=O)C N-(4-(4-(3-fluoro-5-formyl-4-hydroxyphenyl)-1H-pyrazol-1-yl)phenyl)methanesulfonamide